1-Butyl-3-nitroguanidin C(CCC)NC(=N)N[N+](=O)[O-]